4-(7-methyl-6-oxo-5,7-diazaspiro[3.4]octan-5-yl)phenyl trifluoromethanesulfonate FC(S(=O)(=O)OC1=CC=C(C=C1)N1C2(CCC2)CN(C1=O)C)(F)F